2-(pyridin-2-ylamino)-9-(trifluoromethyl)-7H-pyrimido[5',4':3,4]cyclopenta[1,2-c]quinolin-7-one N1=C(C=CC=C1)NC=1C=C2C3=C(C=NC2=CC1)C(C1=C3C=NC(=N1)C(F)(F)F)=O